2-oxo-8-(2-phenyl-1,3-oxazol-4-yl)-1H-quinoline-3-carboxamide O=C1NC2=C(C=CC=C2C=C1C(=O)N)C=1N=C(OC1)C1=CC=CC=C1